1-(1-acetylpiperidin-4-yl)-4-chloro-N-(3-methyl-5-(thiophen-2-ylethynyl)pyridin-2-yl)-1H-pyrazole-5-carboxamide C(C)(=O)N1CCC(CC1)N1N=CC(=C1C(=O)NC1=NC=C(C=C1C)C#CC=1SC=CC1)Cl